C(C(C)C)N1C[C@H](N(CC1)C1=C(N=C(S1)C1=NNC(=C1C(C)C)C=1C=C(C=2N(C1)N=CN2)OC)C)C (R)-5-(4-isobutyl-2-methylpiperazin-1-yl)-2-(4-isopropyl-5-(8-methoxy-[1,2,4]triazolo[1,5-a]pyridin-6-yl)-1H-pyrazol-3-yl)-4-methylthiazole